CC(=C)CCC1=C(C=C(C=C1O)O)C=CC2=CC=C(C=C2)O Isopentenylresveratrol